2'-{[(2S)-1,4-dioxan-2-yl]methyl}-8'-methyl-2',5'-dihydrospiro[cyclopropan-1,4'-furo[2,3-g]indazol]-7'-carboxamid O1[C@H](COCC1)CN1N=C2C3=C(CC4(C2=C1)CC4)OC(=C3C)C(=O)N